3-bromo-2-[(1S)-1-methoxyethyl]Pyridine BrC=1C(=NC=CC1)[C@H](C)OC